1,2-Propanediol Dibehenate C(CCCCCCCCCCCCCCCCCCCCC)(=O)OCC(C)OC(CCCCCCCCCCCCCCCCCCCCC)=O